racemic-syn-aminoalcohol NO